BrC1=C(N[C@H](C)C=2C=C(C=C3C(C(=C(OC23)N2CCC(CC2)(C)C)C)=O)C)C=CC=C1F 8-[(1R)-1-(2-bromo-3-fluoro-anilino)ethyl]-2-(4,4-dimethyl-1-piperidyl)-3,6-dimethyl-chromen-4-one